1-(3-(3-aminopropionamido)-4-(((2S,3R,4S,5S,6S)-6-carboxy-3,4,5-trihydroxytetrahydro-2H-pyran-2-yl)oxy)benzyl)-1-methylpiperidin-1-ium NCCC(=O)NC=1C=C(C[N+]2(CCCCC2)C)C=CC1O[C@@H]1O[C@@H]([C@H]([C@@H]([C@H]1O)O)O)C(=O)O